3-(1-naphthoxy)-1,2-epoxypropane C1(=CC=CC2=CC=CC=C12)OCC1CO1